CCN(CC)CCCC(C)NC1=C2C=CC(=CC2=NC=C1)Cl The molecule is an aminoquinoline that is quinoline which is substituted at position 4 by a [5-(diethylamino)pentan-2-yl]amino group at at position 7 by chlorine. It is used for the treatment of malaria, hepatic amoebiasis, lupus erythematosus, light-sensitive skin eruptions, and rheumatoid arthritis. It has a role as an antimalarial, an antirheumatic drug, a dermatologic drug, an autophagy inhibitor and an anticoronaviral agent. It is an aminoquinoline, a secondary amino compound, a tertiary amino compound and an organochlorine compound. It is a conjugate base of a chloroquine(2+).